FC1=C(C(=CC(=C1)O)F)C[C@@H](CNC(C[C@H](C)C1=CC=CC=C1)=O)N(C)C (S)-N-((S)-3-(2,6-difluoro-4-hydroxyphenyl)-2-(dimethylamino)propyl)-3-phenylbutanamide